1,4-dibromomethylnaphthalene BrCC1=CC=C(C2=CC=CC=C12)CBr